tetra-methylolethylene glycol diacrylate C(C=C)(=O)OC(C(CO)(CO)OC(C=C)=O)(CO)CO